tert-Butyl-(13-{(1R)-1-[1-benzyl-4-(2,5-difluorophenyl)-1H-imidazol-2-yl]-2,2-dimethylpropyl}-2,2-dimethyl-6,12-dioxo-5-oxa-10-thia-7,13-diaza-2-silahexadecan-16-yl) carbamate C(N)(OC(CCN(C(CSCCNC(OCC[Si](C)(C)C)=O)=O)[C@H](C(C)(C)C)C=1N(C=C(N1)C1=C(C=CC(=C1)F)F)CC1=CC=CC=C1)C(C)(C)C)=O